(5R,6R)-5-(5-(4-(dimethoxymethyl)piperidin-1-yl)pyridin-2-yl)-8,8-difluoro-6-phenyl-5,6,7,8-tetrahydronaphthalen-2-ol COC(C1CCN(CC1)C=1C=CC(=NC1)[C@H]1C=2C=CC(=CC2C(C[C@H]1C1=CC=CC=C1)(F)F)O)OC